(5-bromo-6-(cyclopropylmethyl)-3-((2,6-dimethoxyphenyl)amino)pyrazin-2-yl)-6-ethoxypyridinecarboxamide BrC=1N=C(C(=NC1CC1CC1)C=1C(=NC(=CC1)OCC)C(=O)N)NC1=C(C=CC=C1OC)OC